6-chloro-N-[5-chloro-1-(1-methylcyclopropyl)-1H-pyrazol-4-yl]-7-[(3S)-3-methyl-4-(oxetan-3-yl)piperazin-1-yl]quinazolin-2-amine ClC=1C=C2C=NC(=NC2=CC1N1C[C@@H](N(CC1)C1COC1)C)NC=1C=NN(C1Cl)C1(CC1)C